C1(CC1)CN1CCN(C2=C(C1)C=C(C=C2)C2=CC(=CC(=N2)C(=O)N)[C@@H](CO)O)C2=CC=C(C=C2)C(F)(F)F (S)-6-(4-(cyclopropylmethyl)-1-(4-(trifluoromethyl)phenyl)-2,3,4,5-tetrahydro-1H-benzo[e][1,4]diazepin-7-yl)-4-(1,2-dihydroxyethyl)-picolinamide